(S)-N4-(sec-butyl)-5-chloro-N2-(2-methoxy-4-(morpholinosulfonyl)phenyl)-7H-pyrrolo[2,3-d]pyrimidine-2,4-diamine [C@H](C)(CC)NC=1C2=C(N=C(N1)NC1=C(C=C(C=C1)S(=O)(=O)N1CCOCC1)OC)NC=C2Cl